C(\C=C\C1=CC(OC)=C(O)C=C1)(=O)NCCCCNCCCN Feruloyl-spermidine